6-chloro-7-(4-((3r,6s)-6-methylmorpholin-3-yl)phenyl)-3,7-dihydro-4H-pyrrolo[2,3-d]pyrimidin-4-one ClC1=CC2=C(N=CNC2=O)N1C1=CC=C(C=C1)[C@H]1NC[C@@H](OC1)C